OC1CC(C1)C(=O)OC(C)(C)C tert-butyl (1s,3s)-3-hydroxycyclobutane-1-carboxylate